NCCCCNCC(=O)O N-(4-aminobutyl)glycine